octadecyldimethylstyrene C(CCCCCCCCCCCCCCCCC)C(=C(C)C)C1=CC=CC=C1